C1(CCCCC1)CC(C(=O)N1CC(C(CC1)(O)CN1CN=C(C=C1)C1=C(C=CC=C1)F)(C)C)CC 3-((1-(2-(Cyclohexylmethyl)butanoyl)-4-hydroxy-3,3-dimethylpiperidin-4-yl)methyl)-6-(2-fluorophenyl)pyrimidin